(±)-2-(2-ethoxy-3-pyridyl)-8-methyl-6-tetrahydrofuran-3-yl-imidazo[1,5-a]pyrimidine C(C)OC1=NC=CC=C1C1=NC=2N(C=C1)C(=NC2C)[C@@H]2COCC2 |r|